2-methyl-6-isopropylbenzoquinone CC=1C(C(=CC(C1)=O)C(C)C)=O